4-bromo-N-(5-((4-chlorophenoxy)methyl)-1,3,4-thiadiazol-2-yl)-6-methylnicotinamide BrC1=CC(=NC=C1C(=O)NC=1SC(=NN1)COC1=CC=C(C=C1)Cl)C